C(C)(C)N1CC2=C(CC1)N=C(N2)C2COC1=CC=C(C=C1C2)OC2=C1CCC(NC1=NC=C2)=O 5-[3-(5-isopropyl-3,4,6,7-tetrahydroimidazo[4,5-c]pyridin-2-yl)chroman-6-yl]oxy-3,4-dihydro-1H-1,8-naphthyridin-2-one